N1N=NC=C1C1=CC=C(C=N1)N1CCN(CC1)C(=O)OCC1=CC=CC=C1 benzyl 4-(6-(1H-1,2,3-triazol-5-yl)pyridin-3-yl)piperazine-1-carboxylate